4-[3-(4-chloro-3-fluorophenyl)-4-[2-[[(E)-3-[2-fluoro-4-(trifluoromethyl)phenyl]prop-2-enoyl]amino]acetyl]piperazin-1-yl]butanoic acid ClC1=C(C=C(C=C1)C1CN(CCN1C(CNC(\C=C\C1=C(C=C(C=C1)C(F)(F)F)F)=O)=O)CCCC(=O)O)F